tert-butyl 4-[3-bromo-5-(2-trimethylsilylethynyl)phenyl]piperazine-1-carboxylate BrC=1C=C(C=C(C1)C#C[Si](C)(C)C)N1CCN(CC1)C(=O)OC(C)(C)C